(R)-8-((3-cyclopropyl-1-methyl-1H-pyrazol-5-yl)sulfonyl)-3-(2-oxa-6-azaspiro[3.3]hept-6-yl)-1-oxa-8-azaspiro[4.5]decane C1(CC1)C1=NN(C(=C1)S(=O)(=O)N1CCC2(C[C@H](CO2)N2CC3(COC3)C2)CC1)C